BrC=1C=2N(C=CC1)C(=C(N2)C#N)SC(F)(F)F 8-bromo-3-[(trifluoromethyl)sulfanyl]imidazo[1,2-a]pyridine-2-carbonitrile